BrC=1C(=C(C(=CC1)Cl)CN1CCCCC1)F 1-[(3-bromo-6-chloro-2-fluorophenyl)methyl]piperidine